6-{4-[1-(Propan-2-yl)piperidin-4-yl]-1,4-diazepan-1-yl}-N-(1,3-thiazol-5-ylmethyl)pyridine-2-carboxamide CC(C)N1CCC(CC1)N1CCN(CCC1)C1=CC=CC(=N1)C(=O)NCC1=CN=CS1